5-(ethylthio)-2-pyridinecarbonitrile C(C)SC=1C=CC(=NC1)C#N